methyl (2S)-1-[(2S,3S)-2-(tert-butoxycarbonylamino)-3-methyl-pentanoyl]-4,4-dimethyl-pyrrolidine-2-carboxylate C(C)(C)(C)OC(=O)N[C@H](C(=O)N1[C@@H](CC(C1)(C)C)C(=O)OC)[C@H](CC)C